N-(5-((tetrahydro-2H-pyran-4-yl)oxy)-7-(4,4,5,5-tetramethyl-1,3,2-dioxaborolan-2-yl)quinazolin-4-yl)benzo[d]thiazol-6-amine O1CCC(CC1)OC1=C2C(=NC=NC2=CC(=C1)B1OC(C(O1)(C)C)(C)C)NC1=CC2=C(N=CS2)C=C1